8-chloro-2-methyl-5-[[2-[3-([1,2,4]triazolo[4,3-c]pyrimidin-7-yl)propyl]-2-azaspiro[3.3]heptan-6-yl]oxy]isoquinolin-1-one ClC=1C=CC(=C2C=CN(C(C12)=O)C)OC1CC2(CN(C2)CCCC2=CC=3N(C=N2)C=NN3)C1